(1-bromo-7-chloro-3-(3-fluoro-5-(trifluoromethyl)phenyl)imidazo[1,5-a]pyridin-8-yl)methanol Tert-butyl-3-(methylamino)-4-morpholino-4-oxobutanoate C(C)(C)(C)C(C(=O)OCC=1C=2N(C=CC1Cl)C(=NC2Br)C2=CC(=CC(=C2)C(F)(F)F)F)C(C(=O)N2CCOCC2)NC